OCC(NCCS(=O)(=O)O)(CO)CO 2-[Tris(hydroxymethyl)methylamino]-1-ethanesulfonic acid